CC1(OB(OC1(C)C)[C@@H]1[C@H](C1)C=1C=C2C(=NC1)C=NN2CC(F)(F)F)C |r| racemic-6-((1S,2S)-2-(4,4,5,5-tetramethyl-1,3,2-dioxaborolan-2-yl)cyclopropyl)-1-(2,2,2-trifluoroethyl)-1H-pyrazolo[4,3-b]pyridine